Cyanoindoline C(#N)N1CCC2=CC=CC=C12